(bromomethyl)-5-cyclopropyl-3-[2-(trifluoromethyl)phenyl]-1,2-oxazole BrCC=1C(=NOC1C1CC1)C1=C(C=CC=C1)C(F)(F)F